O=C1NC(CCC1N1C(C2=CC=CC(=C2C=C1)NC(CCCCCCO)=O)=O)=O N-(2-(2,6-Dioxopiperidin-3-yl)-1-oxo-1,2-dihydroisoquinolin-5-yl)-7-hydroxyheptanamide